ClC=1C(=C(NC2=NC=NC3=CC(=C(C=C23)[N+](=O)[O-])C#C[C@@]23C(NC[C@H]3C2)=O)C=CC1)F (1R,5S)-1-[2-[4-(3-chloro-2-fluoro-anilino)-6-nitro-quinazolin-7-yl]ethynyl]-3-azabicyclo[3.1.0]hexan-2-one